FC1=C(C#N)C=C(C=C1)OC=1C(=C2C=CN(C2=CC1F)S(=O)(=O)CC1=CC=CC=C1)SC(F)(F)F 2-fluoro-5-((6-fluoro-1-toluenesulfonyl-4-((trifluoromethyl)thio)-1H-indol-5-yl)oxy)benzonitrile